ClC=1C(=C(N=NC1)C(=C)C)OC chloro-4-methoxy-3-(prop-1-en-2-yl)pyridazine